NC1=NC=CC(=C1F)CC=1C(=C(C(=C(C(=O)NCC#N)C1)NC1=C(C=C(C=C1)I)F)F)F 5-((2-amino-3-fluoropyridin-4-yl)methyl)-N-(cyanomethyl)-3,4-difluoro-2-((2-Fluoro-4-iodophenyl)amino)benzamide